C(C)(C)(C)OC(C(CC(F)F)CC)=O tert-butyl-2-ethyl-4,4-difluorobutyrate